[OH-].C[N+](C)(C)CC(CC)O N,N,N-Trimethyl-(2-hydroxybutyl)-ammonium hydroxid